FC(C=1C(=NC=CC1)\C=C\C1=CC(=C(C=C1)C(C)C)OC)(F)F (E)-3-Trifluoromethyl-2-(4-isopropyl-3-methoxyphenylvinyl)pyridine